C(C)OC(CCC1=CC=C(C=C1)S(=O)(=O)CC)=O 3-(4-(ethylsulfonyl)phenyl)propanoic acid ethyl ester